C(C)(=O)OCC1=CC=C(C=C1)COC(C)=O 4-benzenedimethanol diacetate